S1C(=CC=C1)NC(=O)C(=O)NC=1SC=CC1 N,N'-dithiophene-2-yl-oxamide